3-(1-oxo-5-(5-phenylpiperidin-2-yl)isoindolin-2-yl)piperidine-2,6-dione O=C1N(CC2=CC(=CC=C12)C1NCC(CC1)C1=CC=CC=C1)C1C(NC(CC1)=O)=O